FC=1C(=C(C=CC1[N+](=O)[O-])C1=CC=CC=C1)CC(=O)OC methyl 2-(3-fluoro-4-nitro-[1,1'-biphenyl]-2-yl)acetate